CCCCC1=CC=CC=C1C2=CC=CC=C2 butylbiphenyl